C(C1=CC=NC=C1)N[C@@H](CCO[C@@H]1C[C@@H](C1)CCC1=NC=2NCCCC2C=C1)C(=O)O N-isonicotinyl-O-(cis-3-(2-(5,6,7,8-tetrahydro-1,8-naphthyridin-2-yl)ethyl)cyclobutyl)-L-homoserine